Cl.FC1=C(C=C(C=C1C)N1N=C2C([C@@H](NCC2)C)=C1N1C(N(C=C1)C=1C=C2C=NN(C2=CC1F)C)=O)C 1-[(4S)-2-(4-Fluoro-3,5-dimethylphenyl)-4-methyl-4,5,6,7-tetrahydropyrazolo[4,3-c]pyridin-3-yl]-3-(6-fluoro-1-methylindazol-5-yl)imidazol-2-one hydrochloride